OCC=1C(=CN2C1C1=CC=CC=C1C=N2)CO 1,2-bis(hydroxymethyl)pyrrolo[2,1-a]phthalazine